C(C)(C)C1=C(C=CC=C1)NC(=S)NC(=O)NCCCCC1=CC=C(C=C1)C1=NN(C=N1)C1=CC=C(C=C1)OC(F)(F)F 1-[(2-isopropylphenyl)carbamothioyl]-3-[4-[4-[1-[4-(trifluoromethoxy)phenyl]-1H-1,2,4-triazol-3-yl]phenyl]butyl]urea